5-(((2-(azetidin-1-yl)quinazolin-7-yl)oxy)methyl)tetrahydrofuran-3,4-diol N1(CCC1)C1=NC2=CC(=CC=C2C=N1)OCC1C(C(CO1)O)O